dioctyl thiophosphite P(SCCCCCCCC)(OCCCCCCCC)[O-]